BrC1=C(C=C(C=C1)CC(C(=O)OCC)C(=O)OCC)F diethyl 2-(4-bromo-3-fluorophenyl)methylmalonate